OC=1C=C2CCC(C(C2=CC1)C1=CC=C(C=C1)N1CCC(CC1)C=O)C1=CC=CC=C1 1-[4-(6-hydroxy-2-phenyl-tetralin-1-yl)phenyl]piperidine-4-carbaldehyde